3,3-di(4-methoxyphenyl)-6,11,13-trimethyl-13-(2-(2-(2-hydroxyethoxy)ethoxy)ethoxy)-3H,13H-indeno[2',3':3,4]naphtho[1,2-b]pyran COC1=CC=C(C=C1)C1(C=CC2=C(O1)C=1C=C(C=CC1C1=C2C(C2=CC(=CC=C21)C)(OCCOCCOCCO)C)C)C2=CC=C(C=C2)OC